(4aS,8aR)-7-(5-cyclohexylthiazol-2-yl)octahydro-2,7-naphthyridine-2(1H)-carbonitrile C1(CCCCC1)C1=CN=C(S1)N1CC[C@@H]2CCN(C[C@@H]2C1)C#N